C(#N)C1=CC=C(CN2C3=NC=NC(=C3N=C2)OC2(CC2)C)C=C1 9-(4-cyanobenzyl)-6-(1-methylcyclopropoxy)-9H-purin